O=C1NC(CCC1N1C(C2=CC=CC(=C2C1)OCCOCCCCCC1=CC=C(C(=O)NC2C(C(C2(C)C)OC2=CC(=C(C=C2)C#N)Cl)(C)C)C=C1)=O)=O 4-[5-(2-{[2-(2,6-dioxopiperidin-3-yl)-1-oxo-2,3-dihydro-1H-isoindol-4-yl]oxy}ethoxy)pentyl]-N-[(1r,3r)-3-(3-chloro-4-cyanophenoxy)-2,2,4,4-tetramethylcyclobutyl]benzamide